(N-[4-Amino-5-[4-[2-[3-(dimethylamino)propylmethylamino]-2-oxoethoxy]benzoyl]thiazol-2-yl]-4-fluoroanilino)propanamid NC=1N=C(SC1C(C1=CC=C(C=C1)OCC(=O)N(C)CCCN(C)C)=O)N(C1=CC=C(C=C1)F)C(C(=O)N)C